CC12CC3(CC(CC(C1)(C3)C)C2)NC(NC2=C(C=C(CN3CCC(CC3)C(=O)N)C=C2)F)=O (4-(3-((1r,7r)-3,5-dimethyladamantan-1-yl)ureido)-3-fluorobenzyl)piperidine-4-carboxamide